5-phenoxy-2-aminoindene O(C1=CC=CC=C1)C=1C=C2C=C(CC2=CC1)N